Methyl 1-(4-(trifluoromethyl) benzyl)-1H-benzo[d]imidazole-7-carboxylate FC(C1=CC=C(CN2C=NC3=C2C(=CC=C3)C(=O)OC)C=C1)(F)F